(S)-7-(5-methyl-1,4,5,6-tetrahydropyridin-2-yl)spiro[benzo[b][1,4]oxazine-2,1'-cyclopropan]-3(4H)-one C[C@H]1CC=C(NC1)C=1C=CC2=C(OC3(CC3)C(N2)=O)C1